FC1=C(N)C=CC(=C1)[Si](C)(C)C 2-fluoro-4-(trimethylsilyl)aniline